1-(4-bromophenyl)cyclopentane-1-carboxylic acid BrC1=CC=C(C=C1)C1(CCCC1)C(=O)O